2-[2-[5-[[4-(carboxymethoxy)-3-chloro-benzoyl]amino]-2-[(4-methoxyphenyl)methyl]pyrazol-3-yl]benzimidazol-1-yl]acetic acid C(=O)(O)COC1=C(C=C(C(=O)NC=2C=C(N(N2)CC2=CC=C(C=C2)OC)C2=NC3=C(N2CC(=O)O)C=CC=C3)C=C1)Cl